3-phenyl-3-(4-([1,4']bipiperidinyl-1'-yl)phenyl)-13,13-dimethyl-6-methoxy-7-([1,4']bipiperidinyl-1'-yl)-3H,13H-indeno[2',3':3,4]naphtho[1,2-b]pyran C1(=CC=CC=C1)C1(C=CC2=C(O1)C=1C=C(C(=CC1C1=C2C(C2=CC=CC=C21)(C)C)N2CCC(CC2)N2CCCCC2)OC)C2=CC=C(C=C2)N2CCC(CC2)N2CCCCC2